2-(1-Fluoro-2-oxo-2-(4-(5-(trifluoromethyl)pyrimidin-2-yl)piperazin-1-yl)ethyl)-2H-indazole-7-carboxamide FC(C(N1CCN(CC1)C1=NC=C(C=N1)C(F)(F)F)=O)N1N=C2C(=CC=CC2=C1)C(=O)N